C(=CCCC)S(=O)(=O)N pentenyl-sulfonamide